5-(3-chlorophenyl)-N-(4-chlorophenyl)-N-methylnicotinamide ClC=1C=C(C=CC1)C=1C=NC=C(C(=O)N(C)C2=CC=C(C=C2)Cl)C1